ClC=1C=C(C(=C2CCCC12)NC(=O)C1CCNCC1)C1=C2C(=NC=C1)C=C(S2)CN2C(C1C(C1C2=O)(C)C)=O N-(7-chloro-5-(2-((6,6-dimethyl-2,4-dioxo-3-azabicyclo[3.1.0]hexane-3-yl)methyl)thieno[3,2-b]pyridin-7-yl)-2,3-dihydro-1H-inden-4-yl)piperidine-4-carboxamide